BrC=1C=C2C=NN(C2=C(C1)C(=O)OC)CC1=NC=C(N=C1)C1=CC(=CC(=C1)OC)F methyl 5-bromo-1-((5-(3-fluoro-5-methoxyphenyl) pyrazin-2-yl) methyl)-1H-indazole-7-carboxylate